(2-(1-(trifluoromethyl)cyclopropane-1-carbonyl)-8-(5-(1-(3-(1-(trifluoromethyl)cyclopropyl)-1H-pyrazol-1-yl)ethyl)-1,2,4-oxadiazol-3-yl)-2,6-diazaspiro[3.4]octan-6-yl)methanone FC(C1(CC1)C(=O)N1CC2(C1)CN(CC2C2=NOC(=N2)C(C)N2N=C(C=C2)C2(CC2)C(F)(F)F)C=O)(F)F